COC(C1CCN(CC1)C1=CC=C(C=C1)C1=C(CCCC=2C=3C(=NN(C3C=CC21)C2OCCCC2)F)C(F)(F)F)OC 6-(4-(4-(dimethoxymethyl)piperidin-1-yl)phenyl)-1-fluoro-3-(tetrahydro-2H-pyran-2-yl)-7-(trifluoromethyl)-3,8,9,10-tetrahydrocyclohepta[e]indazole